C(#N)COC(COC1=C(C=CC=C1)OC1=C(C=C(C(=C1)N1C(N(C(=CC1=O)C(F)(F)F)C)=O)F)C#N)=O Cyanomethyl-(2-{2-cyano-4-fluoro-5-[3-methyl-2,6-dioxo-4-(trifluoromethyl)-3,6-dihydropyrimidine-1(2H)-yl]phenoxy}phenoxy)acetate